N-methyl-N-(1-(((S)-1-methylazetidin-2-yl)sulfonyl)azetidine-3-carbonyl)-L-valine CN([C@@H](C(C)C)C(=O)O)C(=O)C1CN(C1)S(=O)(=O)[C@@H]1N(CC1)C